S-methyl 2-hydroxy-5-methylbenzothioate OC1=C(C(SC)=O)C=C(C=C1)C